FC1=CC=C(C(=O)NCC=2C(NC(=C3CCCCC23)C)=O)C=C1 4-fluoro-N-((1-methyl-3-oxo-2,3,5,6,7,8-hexahydroisoquinolin-4-yl)methyl)benzamide